(R)-5-bromo-2-(4-cyano-2-methoxyphenoxy)-4-methyl-N-(3-(S-methylsulfonimidoyl)phenyl)nicotinamide BrC=1C=NC(=C(C(=O)NC2=CC(=CC=C2)[S@@](=O)(=N)C)C1C)OC1=C(C=C(C=C1)C#N)OC